CC=1C=C(C(=NC1)C(=O)N1[C@@H]2[C@@H](C[C@H](C1)CC2)OC2=NC=C(N=C2)C(F)(F)F)C2=NC=CC=N2 (5-methyl-3-(pyrimidin-2-yl)pyridin-2-yl)((1S,4R,6R)-6-((5-(trifluoromethyl)pyrazin-2-yl)oxy)-2-azabicyclo[2.2.2]octan-2-yl)methanone